NC=1C=C(C(=C(C1)[C@@H](C)NC1=NN=C(C2=CC=C(C=C12)Br)C)F)C(F)(F)F |r| racemic-N-(1-(5-amino-2-fluoro-3-(trifluoromethyl)phenyl)ethyl)-7-bromo-4-methylphthalazin-1-amine